(5-methyl-2-(2H-1,2,3-triazol-2-yl)phenyl)(2-((2-methylbenzo[d]oxazol-6-yl)methyl)pyrazolidin-1-yl)methanone CC=1C=CC(=C(C1)C(=O)N1N(CCC1)CC1=CC2=C(N=C(O2)C)C=C1)N1N=CC=N1